2-(4-aminopiperidin-1-yl)-N-((6-cyanopyridin-3-yl)methyl)-5-hydroxy-1,7-naphthyridine-6-carboxamide NC1CCN(CC1)C1=NC2=CN=C(C(=C2C=C1)O)C(=O)NCC=1C=NC(=CC1)C#N